2,2'-((4-chlorophenyl)methylene)bis(3-hydroxy-5,5-dimethylcyclohex-2-en-1-one) ClC1=CC=C(C=C1)C(C=1C(CC(CC1O)(C)C)=O)C=1C(CC(CC1O)(C)C)=O